(+/-)-benzyl ((cis)-bicyclo[3.1.0]hex-2-en-6-yl)carbamate C12C=CCC2C1NC(OCC1=CC=CC=C1)=O